FC1=C(CC2(CC(C2)OC)C#N)C=CC(=C1)F 1-(2,4-Difluorobenzyl)-3-methoxycyclobutane-1-carbonitrile